COC(=O)C1=C(C(=CC=C1)C(=O)OC)C=1OC=CC(C1)=O 2,6-dimethoxycarbonylphenyl-4-pyrone